4-(2-(4-fluorophenoxy)pyridin-3-yl)-6-methylthieno[2,3-c]pyridin-7(6H)-one FC1=CC=C(OC2=NC=CC=C2C=2C3=C(C(N(C2)C)=O)SC=C3)C=C1